ClC1=C(C(=O)OOC(C2=C(C=CC(=C2)Cl)Cl)=O)C=C(C=C1)Cl 2,5-dichloro-benzoyl peroxide